C(C1=CC=CC=C1)OC(C=O)=C 2-benzyloxyacrolein